CC(C(=O)O)CC=C 2-methyl-4-pentenic acid